C(N)(=O)C1=CC2=C(N(C(=N2)C=2N(C(C(=C(N2)C(=O)O)OCC)=O)C)C2CCC2)C=C1 2-(5-carbamoyl-1-cyclobutyl-1H-1,3-benzodiazol-2-yl)-5-ethoxy-1-methyl-6-oxo-1,6-dihydropyrimidine-4-carboxylic acid